9,10-dimethoxy-2-[(2-methylpropoxy)methyl]-3-(2-methylpropyl)-1H,2H,3H,4H,6H,7H,11bH-pyrido[2,1-a]isoquinoline COC=1C=C2CCN3C(C2=CC1OC)CC(C(C3)CC(C)C)COCC(C)C